1-(11Z-eicosenoyl)-2-(6Z,9Z,12Z,15Z-octadecatetraenoyl)-glycero-3-phospho-(1'-sn-glycerol) CCCCCCCC/C=C\CCCCCCCCCC(=O)OC[C@H](COP(=O)(O)OC[C@H](CO)O)OC(=O)CCCC/C=C\C/C=C\C/C=C\C/C=C\CC